(2-((2-((3-methyl-1H-indazol-5-yl)amino)-5-(trifluoromethyl)pyrimidine-4-yl)amino)phenyl)methylsulfonamide CC1=NNC2=CC=C(C=C12)NC1=NC=C(C(=N1)NC1=C(C=CC=C1)CS(=O)(=O)N)C(F)(F)F